N-[(6R)-6-(2-chloro-5-fluorophenyl)-3-fluoro-2-methyl-8-oxo-7,8-dihydro-6H-pyrrolo[4,3-g]indazol-5-yl]-5-fluoro-3-(trifluoromethyl)benzamide ClC1=C(C=C(C=C1)F)[C@@H]1NC(C2=C1C(=CC1=C(N(N=C21)C)F)NC(C2=CC(=CC(=C2)F)C(F)(F)F)=O)=O